C1(=CC=CC=C1)[P+](CCCCC[P+](C1=CC=CC=C1)(C1=CC=CC=C1)C1=CC=CC=C1)(C1=CC=CC=C1)C1=CC=CC=C1 pentamethylenebis(triphenylphosphonium)